N-{[2-(cyclopentylmethoxy)phenyl]methyl}-5-{2-acetamidoimidazo[1,2-b]pyridazin-6-yl}-2-methoxy-6-methylpyridine-3-carboxamide C1(CCCC1)COC1=C(C=CC=C1)CNC(=O)C=1C(=NC(=C(C1)C=1C=CC=2N(N1)C=C(N2)NC(C)=O)C)OC